ClC=1C(=C(C=CC1)NC1=NC=NC2=CC=C(C=C12)C1(CN(CC1)C(=O)OC(C)(C)C)F)F tert-butyl 3-(4-((3-chloro-2-fluorophenyl)amino)quinazolin-6-yl)-3-fluoropyrrolidine-1-carboxylate